FC1=C(C=CC(=C1)F)C1=CC(=NO1)C(=O)NC1(CN(C1)C1CCC(CC1)(C)O)CC(=O)NC(C)(C)C1=NC(=CC(=C1)C)C 5-(2,4-difluorophenyl)-N-(3-(2-((2-(4,6-dimethylpyridin-2-yl)propan-2-yl)amino)-2-oxoethyl)-1-(4-hydroxy-4-methylcyclohexyl)azetidin-3-yl)isoxazole-3-carboxamide